2,6-Dichloro-3-{[(2,2-dimethylpropanoyl)amino]methyl}-N-[1-(1,3-thiazol-2-yl)-1H-indazol-4-yl]benzamide ClC1=C(C(=O)NC2=C3C=NN(C3=CC=C2)C=2SC=CN2)C(=CC=C1CNC(C(C)(C)C)=O)Cl